2,7-bis{2-[phenyl-(m-tolyl)amino]-9,9-dimethyl-fluoren-7-yl}-9,9-dimethylfluorene C1(=CC=CC=C1)N(C1=CC=2C(C3=CC(=CC=C3C2C=C1)C1=CC=2C(C3=CC(=CC=C3C2C=C1)C1=CC=C2C=3C=CC(=CC3C(C2=C1)(C)C)N(C=1C=C(C=CC1)C)C1=CC=CC=C1)(C)C)(C)C)C=1C=C(C=CC1)C